1-(2-fluorophenyl)-1H-pyrrole FC1=C(C=CC=C1)N1C=CC=C1